C1(=CC=CC2=CC=CC=C12)S(=O)(=O)[O-] naphthalensulfonate